ClC1=CC=C(C(=N1)S(=O)(=O)N)O[C@H](C)C=1C=C(C=C2C(C(=C(OC12)C=1C=NSC1)C)=O)C 6-Chloro-3-[(1R)-1-(2-isothiazol-4-yl-3,6-dimethyl-4-oxo-chromen-8-yl)ethoxy]pyridine-2-sulfonamide